3-(6-bromo-5-fluoropyridin-2-yl)oxypropanoic acid BrC1=C(C=CC(=N1)OCCC(=O)O)F